C(C)(C)N1C(C2=CC=C(C=C2CC1)C#N)=O 2-isopropyl-1-oxo-1,2,3,4-tetrahydroisoquinoline-6-carbonitrile